CN1C(N(C=2N=C(N(C2C1=O)C)SCCC1=CC=CC=C1)C)=O 1,3,7-trimethyl-8-(phenethylthio)-1H-purine-2,6(3H,7H)-dione